[2-(6-chloro-2-cyclopropylpyrimidin-4-yl)-5-fluorophenyl]-(3-fluoroazetidin-1-yl)methanone ClC1=CC(=NC(=N1)C1CC1)C1=C(C=C(C=C1)F)C(=O)N1CC(C1)F